N1(CCNCC1)S(=O)(=O)C1=CC=C(C=C1)NC=1N=CC2=C(N1)N1C(=C2)C(NCC12CCCCC2)=O 2'-((4-(piperazin-1-ylsulfonyl)phenyl)amino)-7',8'-dihydro-6'H-spiro[cyclohexane-1,9'-pyrazino[1',2':1,5]pyrrolo[2,3-d]pyrimidin]-6'-one